1-[(3-cyanophenyl)amino]-N-[5-(4,5-dihydro-3H-imidazol-2-yl)-3-fluorophenyl]methanamide C(#N)C=1C=C(C=CC1)NC(=O)NC1=CC(=CC(=C1)C1=NCCN1)F